3-(methacryloyloxy)propyltripropoxysilane C(C(=C)C)(=O)OCCC[Si](OCCC)(OCCC)OCCC